FC1=CN2C(C(=CC(=C2C=C1C1=NN(C(=N1)C(C)(C)O)C)C(C)C)C=1C(=NNC1C(F)(F)F)C)=O 7-Fluoro-8-(5-(2-hydroxypropan-2-yl)-1-methyl-1H-1,2,4-triazol-3-yl)-1-isopropyl-3-(3-methyl-5-(trifluoromethyl)-1H-pyrazol-4-yl)-4H-quinolizin-4-one